benzenoanthracene-1-ol C1(=CC=CC=2C=CC=3C=C4C=CC=CC4=CC3C21)O